ClC=1C(=NC(=NC1)NC1=CC=NN1C)C=1C=C(SC1)C(=O)NCC1=C(C=C(C=C1)Cl)Cl 4-(5-chloro-2-((1-methyl-1H-pyrazol-5-yl)amino)pyrimidin-4-yl)-N-(2,4-dichlorobenzyl)thiophene-2-carboxamide